ClC=1C=C(C=2N(N1)C(=CN2)F)[C@@H]2[C@H](C2)C=2C=C1C(=NC2)C=NN1CC(F)(F)F 6-((1S,2S)-2-(6-chloro-3-fluoroimidazo[1,2-b]pyridazin-8-yl)cyclopropyl)-1-(2,2,2-trifluoroethyl)-1H-pyrazolo[4,3-b]pyridine